1,3-diphenyl-acetone C1(=CC=CC=C1)CC(=O)CC1=CC=CC=C1